O1COC2=C1C=CC(=C2)C2=NNC(=C2)NC2=CC(=C(C(=O)NC1CCN(CC1)C)C=C2)C 4-((3-(benzo[d][1,3]dioxol-5-yl)-1H-pyrazol-5-yl)amino)-2-methyl-N-(1-methylpiperidin-4-yl)benzamide